FC(OC1=C(C=C(C=C1)SC)C1=NN(C=C1NC(=O)C=1C=NN2C1N=CC=C2)CC(=O)N2CCN(CC2)CC)F N-[3-[2-(difluoromethoxy)-5-methylsulfanyl-phenyl]-1-[2-(4-ethylpiperazin-1-yl)-2-oxo-ethyl]pyrazol-4-yl]pyrazolo[1,5-a]pyrimidine-3-carboxamide